N1(CCCC1)C(CCC#C)=O 1-(pyrrolidine-1-yl)pent-4-yn-1-one